(+-)-3-(4-butyl-1-cyclopenten-1-yl)-2-methylpropanal C(CCC)C1CC=C(C1)CC(C=O)C